O=C1NC(CCC1C=1C=CC(=NC1)N1CCC(CC1)C(=O)N1CCC(CC1)C(=O)O)=O 1-(1-(5-(2,6-dioxopiperidin-3-yl)pyridin-2-yl)piperidine-4-carbonyl)piperidine-4-carboxylic acid